α-(R)-fluoro-propanoic acid F[C@@H](C(=O)O)C